N=1N=NN2N=CC3=C(C21)SC=C3 Tetrazolo[1,5-b]thieno[2,3-d]pyridazine